bis(4,7-dimethylinden-1-yl)hafnium CC1=C2C=CC(C2=C(C=C1)C)[Hf]C1C=CC2=C(C=CC(=C12)C)C